FCCCN Fluoropropylamine